(S)-3-(5-(((3S,4S)-1-((8-fluoro-2-(4-(2-hydroxypropan-2-yl)cuban-1-yl)quinolin-6-yl)methyl)-4-(methoxymethyl)pyrrolidin-3-yl)oxy)-1-oxoisoindolin-2-yl)piperidine-2,6-dione FC=1C=C(C=C2C=CC(=NC12)C12C3C4C5(C3C1C5C24)C(C)(C)O)CN2C[C@H]([C@@H](C2)COC)OC=2C=C4CN(C(C4=CC2)=O)[C@@H]2C(NC(CC2)=O)=O